5-(trifluoromethyl)-2-(2-(2-(trifluoromethyl)phenyl)thiazol-5-yl)phenol FC(C=1C=CC(=C(C1)O)C1=CN=C(S1)C1=C(C=CC=C1)C(F)(F)F)(F)F